5-(Oxan-4-yl)-N-[2-(pyrrolidin-1-yl)-[1,3]thiazolo[5,4-c]pyridin-6-yl]-6-[(pyrrolidin-1-yl)methyl]pyridin-2-amine O1CCC(CC1)C=1C=CC(=NC1CN1CCCC1)NC1=CC2=C(C=N1)SC(=N2)N2CCCC2